(E)-1-(8-(4-((4-([1,2,4]triazolo[1,5-a]pyridin-7-yloxy)-3-methylphenyl)amino)pyrrolo[2,1-f][1,2,4]triazin-5-yl)-3,8-diazabicyclo[3.2.1]octan-3-yl)-4-(dimethylamino)but-2-en-1-one N=1C=NN2C1C=C(C=C2)OC2=C(C=C(C=C2)NC2=NC=NN1C2=C(C=C1)N1C2CN(CC1CC2)C(\C=C\CN(C)C)=O)C